ClC1=C(C=CC=2N(C=NC21)CCC[C@H]2NCCC[C@@H]2O)Cl (2r,3s)-2-(3-(4,5-dichloro-1H-benzo[d]imidazol-1-yl)propyl)piperidin-3-ol